C(C)(C)(C)OC(=O)N1[C@@H](C[C@@H](C1)O[Si](C)(C)C(C)(C)C)CCCOS(=O)(=O)C1=CC=C(C)C=C1 (2R,4S)-4-((tert-butyldimethylsilyl)oxy)-2-(3-(tosyloxy)propyl)pyrrolidine-1-carboxylic acid tert-butyl ester